C(CCC)CN1CCCC1 1-butylmethylpyrrolidine